C1(CCCCC1)[C@H]1OCC2=CC(=CC=C2[C@H]1C1=CC=C(C=C1)N1CCC(CC1)CN1CCN(CC1)C=1C=C2CN(C(C2=CC1)=O)[C@@H]1C(NC(CC1)=O)=O)O (S)-3-(5-(4-((1-(4-((3R,4R)-3-cyclohexyl-7-hydroxyisochroman-4-yl)phenyl)piperidin-4-yl)methyl)piperazin-1-yl)-1-oxoisoindolin-2-yl)piperidine-2,6-dione